4,4-difluorocyclohexyl 3-{[(2E)-3-[(3-fluoro-4-methoxyphenyl)(imino)oxo-λ6-sulfanyl]prop-2-en-1-yl]carbamoyl}-2-oxo-1,2,5,6,7,8-hexahydro-1,6-naphthyridine-6-carboxylate FC=1C=C(C=CC1OC)S(/C=C/CNC(=O)C=1C(NC=2CCN(CC2C1)C(=O)OC1CCC(CC1)(F)F)=O)(=O)=N